(R)-1-((2-(1H-indol-4-yl)-4-(3-methylmorpholino)thieno[3,2-d]Pyrimidin-7-yl)methyl)-3-methylazetidin-3-ol N1C=CC2=C(C=CC=C12)C=1N=C(C2=C(N1)C(=CS2)CN2CC(C2)(O)C)N2[C@@H](COCC2)C